trans-3-[(3-chloro-4-fluorobenzyl)oxy]-N-{2-fluoro-3-[6-oxo-4-(trifluoromethyl)-1,6-dihydropyrimidine-2-yl]-4-(trifluoromethyl)benzyl}cyclobutane-1-carboxamide ClC=1C=C(CO[C@@H]2C[C@H](C2)C(=O)NCC2=C(C(=C(C=C2)C(F)(F)F)C=2NC(C=C(N2)C(F)(F)F)=O)F)C=CC1F